ruthenium bis(hexafluorophosphate) F[P-](F)(F)(F)(F)F.F[P-](F)(F)(F)(F)F.[Ru+2]